C(#C)C1=CC(N(C=2N=C(N=CC21)NC=2C=CC(=C(C2)NC(C)=O)N2CCN(CC2)C)C)=O N-[5-({5-Ethynyl-8-methyl-7-oxopyrido[2,3-d]pyrimidin-2-yl}amino)-2-(4-methylpiperazin-1-yl)phenyl]acetamide